(1r,2'S,4S)-4-(3-chloroanilino)-2'-[(2R)-2-methyl-3-{[(5S)-5-methyl-5,6,7,8-tetrahydroquinolin-4-yl]oxy}propyl]-6'-phenoxy-2',3'-dihydrospiro[cyclohexane-1,1'-indene]-4-carboxylic acid ClC=1C=C(NC2(CCC3([C@H](CC4=CC=C(C=C34)OC3=CC=CC=C3)C[C@H](COC3=CC=NC=4CCC[C@@H](C34)C)C)CC2)C(=O)O)C=CC1